5-((2'-(5-cyanoisoindolin-2-yl)-[2,4'-bipyrimidin]-4-yl)ethynyl)-1H-indazole C(#N)C=1C=C2CN(CC2=CC1)C1=NC=CC(=N1)C1=NC=CC(=N1)C#CC=1C=C2C=NNC2=CC1